CC1CCN(CC1)C(=O)OC(C)(C)C tert-butyl 4-methylpiperidine-1-carboxylate